C(C)(C)C1N(CC1)CC(=O)NC=1C=C(C(=NC1)C)NC(=O)C=1C=NN2C1SC(=C2)C=2C=NN(C2)CCOC N-(5-(2-(2-isopropylazetidin-1-yl)acetamido)-2-methylpyridin-3-yl)-2-(1-(2-methoxyethyl)-1H-pyrazol-4-yl)pyrazolo[5,1-b]Thiazole-7-carboxamide